hexyl laurate C(CCCCCCCCCCC)(=O)OCCCCCC